BrC1=CC2=C(N(C(=N2)N(C(OC(C)(C)C)=O)C(=O)OC(C)(C)C)C)C=C1 tert-butyl (5-bromo-1-methyl-1H-benzo[d]imidazol-2-yl)(tert-butoxycarbonyl)carbamate